N-[(2S,3R,4S)-2-[(2,2-difluoro[1,1'-biphenyl]-3-yl)methyl]-4-fluoro-1-(2-hydroxy-2-methylpropanoyl)pyrrolidin-3-yl]methanesulfonamide FC1(C(=CC=CC1C[C@@H]1N(C[C@@H]([C@@H]1NS(=O)(=O)C)F)C(C(C)(C)O)=O)C1=CC=CC=C1)F